ClC=1C(=C(C(=CC1)F)CC([C@H](C)NC(OC(C)(C)C)=O)=O)C(NC1=CC=CC=C1)=O Tert-butyl (S)-(4-(3-chloro-6-fluoro-2-(phenylcarbamoyl)phenyl)-3-oxobutan-2-yl)carbamate